o-cyano-para-nitroaniline C(#N)C1=C(N)C=CC(=C1)[N+](=O)[O-]